2-[6-amino-5-[8-[2-[3-(3-methylazetidin-1-yl)prop-1-ynyl]-4-pyridyl]-3,8-diazabicyclo[3.2.1]octan-3-yl]pyridazin-3-yl]phenol NC1=C(C=C(N=N1)C1=C(C=CC=C1)O)N1CC2CCC(C1)N2C2=CC(=NC=C2)C#CCN2CC(C2)C